FC(C(=O)O)(F)F.C1S(CC12CNC2)(=O)=O 2-thia-6-azaspiro[3.3]heptane-2,2-dioxide trifluoroacetate